C(#N)C1=C(OC=2C=C3C(N(C=NC3=CC2)CCCC2=CC=C(C=C2)CN(C(OC(C)(C)C)=O)C)=O)C(=CC=C1NS(=O)(=O)C1CCCC1)F tert-butyl N-[[4-[3-[6-[2-cyano-3-(cyclopentylsulfonylamino)-6-fluoro-phenoxy]-4-oxo-quinazolin-3-yl] propyl] phenyl] methyl]-N-methyl-carbamate